5-chloro-2-[[6-chloro-3-(4-oxocyclohexen-1-yl)-4-quinolyl]amino]benzoic acid ClC=1C=CC(=C(C(=O)O)C1)NC1=C(C=NC2=CC=C(C=C12)Cl)C1=CCC(CC1)=O